COC(=O)C=1C(=NN(C1C(=O)O)C1=CC=C(C=C1)OC(F)(F)F)C1=CC=C(C=C1)Cl 3-(4-chlorophenyl)-1-(4-trifluoromethoxyphenyl)-1H-pyrazole-4,5-dicarboxylic acid methyl ester